CC1=CC=C(C=C1)C(CCO)(C)O 3-(4-methylphenyl)-1,3-butanediol